6,9-difluoro-l-1-hydroxy-10,13,16-trimethyl-l-7-((3-nitrobenzoyl)oxy)-3-oxo-6,7,8,9,10,11,12,13,14,15,16,17-dodecahydro-3H-cyclopenta[a]phenanthrene-17-carboxylic acid FC1C2=CC(C=C(C2(C2(CCC3(C(C(CC3C2C1OC(C1=CC(=CC=C1)[N+](=O)[O-])=O)C)C(=O)O)C)F)C)O)=O